COC1=CC=C(C=C1)N1C(C2=CC=CC=C2C(=N1)C(=O)N1CCN(CC1)C1=C(C=CC=C1)OC)=O 2-(4-methoxyphenyl)-4-[[4-(2-methoxyphenyl)-1-piperazinyl]carbonyl]-1(2H)-phthalazinone